FC(C1=CC=C(CN2C(NC3=C(C2=O)CN(CC3)CC3=CC=CC=C3)=O)C=C1)(F)F 3-(4-(Trifluoromethyl)benzyl)-6-benzyl-5,6,7,8-tetrahydropyrido[4,3-d]pyrimidine-2,4(1H,3H)-dione